C(C(C)C)OC1=CC=C(C=C1)C1=CC=C(C(=N1)N1C(C[C@@H](C1)C)(C)C)C(=O)NS(=O)(=O)C=1C(NC=CC1)=O 6-(4-Isobutoxyphenyl)-N-[(2-oxo-1H-pyridin-3-yl)sulfonyl]-2-[(4S)-2,2,4-trimethylpyrrolidin-1-yl]pyridin-3-carboxamid